9-(2-tetrahydropyranyl)-9H-purine O1C(CCCC1)N1C2=NC=NC=C2N=C1